6-(3-amino-6-(3-((dimethylamino)methyl)-4-morpholinophenyl)-5-fluoropyrazin-2-yl)-4-methylisoquinolin-1(2H)-one NC=1C(=NC(=C(N1)F)C1=CC(=C(C=C1)N1CCOCC1)CN(C)C)C=1C=C2C(=CNC(C2=CC1)=O)C